CN1C(C(C2=CC=CC=C12)=CC=1N=NC=CC1)=O 1-methyl-3-(pyridazin-3-ylmethylene)indolin-2-one